N-margaroyl-valine C(CCCCCCCCCCCCCCCC)(=O)N[C@@H](C(C)C)C(=O)O